rac-(1S,2R,4S)-4-(5-(((benzyloxy)carbonyl)amino)-1-(tert-butyl)-1H-pyrazol-3-yl)-2-methoxycyclopentylbicyclo[1.1.1]pentan-1-ylcarbamate C(C1=CC=CC=C1)OC(=O)NC1=CC(=NN1C(C)(C)C)[C@@H]1C[C@H]([C@H](C1)N(C([O-])=O)C12CC(C1)C2)OC |r|